Ethyl 4-[1-(2,2-dimethylpropanoyl)-5-(4-fluorophenyl)-6-tetrahydropyran-4-yl-pyrrolo[2,3-f]indazol-7-yl]benzoate CC(C(=O)N1N=CC2=CC3=C(C=C12)C(=C(N3C3=CC=C(C=C3)F)C3CCOCC3)C3=CC=C(C(=O)OCC)C=C3)(C)C